3-Methylbutyric acid 4-methylphenyl ester CC1=CC=C(C=C1)OC(CC(C)C)=O